[(7R,9aS)-7-(4-chlorophenyl)-7-hydroxy-3,4,6,8,9,9a-hexahydro-1H-pyrido[1,2-a]pyrazin-2-yl]-[2-chloro-3-(1H-pyrazol-5-yl)phenyl]methanone ClC1=CC=C(C=C1)[C@@]1(CC[C@@H]2N(CCN(C2)C(=O)C2=C(C(=CC=C2)C2=CC=NN2)Cl)C1)O